5-(((trans-3-(3-cyclopropyl-4-(4-(methylamino)pyridin-2-yl)-1H-pyrazol-1-yl)cyclobutyl)methyl)amino)-2-(2,6-dioxopiperidin-3-yl)isoindoline-1,3-dione C1(CC1)C1=NN(C=C1C1=NC=CC(=C1)NC)[C@@H]1C[C@H](C1)CNC=1C=C2C(N(C(C2=CC1)=O)C1C(NC(CC1)=O)=O)=O